CN(C)CC=1C=C(OCCCCOC(CCCCCCC\C=C/C\C=C/CCCCC)=O)C=C(C1)OCCCCOC(CC(CCCCCCCC)CCCCCCCC)=O.BrCC(=O)C1=NC=C(C=C1)F 2-bromo-1-(5-fluoropyridin-2-yl)ethan-1-one (9Z,12Z)-4-(3-((dimethylamino)methyl)-5-(4-((3-octylundecanoyl)oxy)butoxy)phenoxy)butyloctadeca-9,12-dienoate